C[C@H]1N(CCN(C1)C1=NC=C(C=N1)C(F)(F)F)C(=O)OC1(CC2(CN(C2)CC2=CC=CC=C2)C1)C(F)F 2-benzyl-6-(difluoromethyl)-2-azaspiro[3.3]heptan-6-yl (2R)-2-methyl-4-[5-(trifluoromethyl)pyrimidin-2-yl]piperazine-1-carboxylate